tert-butyl (4E)-4-(3-benzyloxypropylidene)-3,3-difluoro-piperidine-1-carboxylate C(C1=CC=CC=C1)OCC\C=C/1\C(CN(CC1)C(=O)OC(C)(C)C)(F)F